C(C)(=O)OC(C)=O acetic acid (anhydride)